C(C)(C)(C)OC(=O)N1CCN(CCC1)C1=C(C=C(C=C1)N)F.COC1=C(CNS(=O)(=O)C)C=CC(=C1)OC N-(2,4-Dimethoxybenzyl)methanesulfonamide tert-butyl-4-(4-amino-2-fluoro-phenyl)-1,4-diazepane-1-carboxylate